C(CCCCCCCCCCC)(=O)OC1CC(N(C(C1)(C)C)C[C@H](COC(CCC)=O)O)(C)C (R)-1-[3-(butanoyloxy)-2-hydroxypropyl]-2,2,6,6-tetramethylpiperidin-4-yl dodecanoate